C(C)OCOC1=C(C=CC(=C1)C#CC)C1=NN=C(C2=CC=CC=C12)N[C@H]1CN(CCC1)CCO (R)-2-(3-((4-(2-(ethoxymethoxy)-4-(prop-1-yn-1-yl)phenyl)phthalazin-1-yl)amino)piperidin-1-yl)ethan-1-ol